3-oxa-8-azabicyclo-[3.2.1]octane C12COCC(CC1)N2